C(C1=CC=CC=C1)(=O)[C@H]1[C@@H](C12C(C1=CC=CC=C1C2=O)=O)C2=CC=CC=C2 (2S,3R)-2-benzoyl-3-phenylspiro[cyclopropane-1,2'-indene]-1',3'-dione